ethyl (1-(5-(3-cyano-6-ethoxypyrazolo[1,5-a]pyridin-4-yl)pyridin-2-yl)-4-methylpiperidin-4-yl)carbamate C(#N)C=1C=NN2C1C(=CC(=C2)OCC)C=2C=CC(=NC2)N2CCC(CC2)(C)NC(OCC)=O